CC(=CCCN1N=NC(=C1)CC(C)(P([O-])([O-])=O)P([O-])([O-])=O)CCC=C(C)C.[Na+].[Na+].[Na+].[Na+] Sodium (1-(1-(4,8-dimethylnona-3,7-dien-1-yl)-1H-1,2,3-triazol-4-yl)propane-2,2-diyl)bis(phosphonate)